2-(4-fluoro-N,5-dimethyl-1H-indazole-7-sulfonamido)-N-(1-methyl-2-oxo-1,2-dihydropyridin-4-yl)acetamide FC1=C2C=NNC2=C(C=C1C)S(=O)(=O)N(C)CC(=O)NC1=CC(N(C=C1)C)=O